(Z)-6-bromo-N'-(4-((tert-butyldimethylsilyl)oxy)-2-ethylphenyl)-4-chloropyrrolo[1,2-b]pyridazine-3-carboximidamide BrC=1C=C2N(N=CC(=C2Cl)/C(/N)=N/C2=C(C=C(C=C2)O[Si](C)(C)C(C)(C)C)CC)C1